C[C@@](CCSC)(C(=O)O)N D-α-methylmethionine